(R)-5-(hydroxy(4-isopropylphenyl)(3-methylazetidin-3-yl)methyl)nicotinic acid, hydrochloride Cl.O[C@@](C=1C=NC=C(C(=O)O)C1)(C1(CNC1)C)C1=CC=C(C=C1)C(C)C